C(C)(C)C1=C(C=CC=C1)C1=CC2=C(C3=CC=CC=C3N=C2C=C1)C1=CC=CC=C1 2-(isopropylphenyl)-9-phenylacridine